NC1=C2C(=NC=N1)N(N=C2C2=CC=C(C=C2)OC2=CC=CC=C2)C2CCC1(CN(C1)C(=O)OC(C)(C)C)CC2 tert-butyl 7-(4-amino-3-(4-phenoxyphenyl)-1H-pyrazolo[3,4-d]pyrimidin-1-yl)-2-azaspiro[3.5]nonane-2-carboxylate